tert-butyl (6aR)-3,4-dichloro-1-(2-methyl-5-oxopyrrolidin-1-yl)-12-oxo-6a,7,9,10-tetrahydro-12H-pyrazino[2,1-c]pyrido[3,4-f][1,4]oxazepine-8(6H)-carboxylate ClC1=C(C2=C(C(N3[C@@H](CO2)CN(CC3)C(=O)OC(C)(C)C)=O)C(=N1)N1C(CCC1=O)C)Cl